N-(3-bromophenyl)-N-((4-(5-(1,1-difluoroethyl)pyridin-2-yl)bicyclo[2.2.2]octan-1-yl)methyl)-3-fluorobicyclo[1.1.1]pentane-1-carboxamide BrC=1C=C(C=CC1)N(C(=O)C12CC(C1)(C2)F)CC21CCC(CC2)(CC1)C1=NC=C(C=C1)C(C)(F)F